Cl.ClC1=CC=C(S1)CNC1=CC(=NN1C(=O)C1CCCCC1)C1CCNCC1 (5-(((5-chlorothiophen-2-yl)methyl)amino)-3-(piperidin-4-yl)-1H-pyrazol-1-yl)(cyclohexyl)methanone hydrochloride